C12(CC3CC(CC(C1)C3)C2)C=2C=C(C=CC2OC)C=2C=C3C=CC(=CC3=CC2)C(=O)N 6-(3-(adamantan-1-yl)-4-methoxyphenyl)-2-naphthamide